N-(5-(N-(5-chloropyridin-2-yl)sulfamoyl)-6-methoxypyridin-3-yl)-2-phenylthiazole-4-carboxamide ClC=1C=CC(=NC1)NS(=O)(=O)C=1C=C(C=NC1OC)NC(=O)C=1N=C(SC1)C1=CC=CC=C1